C(C1=CC=CC=C1)OC(=O)CNC(=O)C1=NC=CC=C1O 3-hydroxypyridine-2-carboxylic acid N-(((benzyloxy)-carbonyl)-methyl)-amide